C1(NNC1)=O Diazacyclobutanone